N[C@H](C#CC)C1(CC1)NC(OC(C)(C)C)=O |r| tert-butyl (RS)-(1-(1-aminobut-2-yn-1-yl)cyclopropyl)carbamate